methyl 3-(9-((4-(((tert-butoxycarbonyl)amino)methyl)phenyl)carbamoyl)-4,5-dihydrobenzo[b]thieno[2,3-d]oxepin-8-yl)-6-((1-methylcycloheptyl)carbamoyl)picolinate C(C)(C)(C)OC(=O)NCC1=CC=C(C=C1)NC(=O)C1=CC2=C(OCCC3=C2SC=C3)C=C1C=1C(=NC(=CC1)C(NC1(CCCCCC1)C)=O)C(=O)OC